N1=CN=CC(=C1)C[N+]1=C2N(C(C=C1O)=O)C=CC=C2 1-(pyrimidin-5-ylmethyl)-2-hydroxy-4-oxo-4H-pyrido[1,2-a]pyrimidinium